3,5-bis(1,1-dimethylethyl)-4-hydroxybenzenepropanoic acid, methyl ester CC(C)(C)C=1C=C(C=C(C1O)C(C)(C)C)CCC(=O)OC